BrC1=C(C=C(C(=O)OC(C)(C)C)C=C1)F tert-butyl 4-bromo-3-fluorobenzoate